FC=1C=C(CN2N=NC(=C2)CC(C(=O)N)=CC2=CC=CC=C2)C=CC1 ((1-(3-fluorobenzyl)-1H-1,2,3-triazol-4-yl)methyl)cinnamamide